C(C)(C)(C)OC(=O)NS(=O)(=O)/C=C/C1N(CC1)C(=O)OC(C)(C)C tert-butyl (E)-2-(2-(N-(tert-butoxycarbonyl)sulfamoyl)vinyl)azetidine-1-carboxylate